COCC1(C(=O)OCCC\C=C\C2=CC3=CC=CC=C3C=C2)C(C(=C(C(=C1C=C)C)OC(C1=C(C(=C(C=C1C)OCC1=CC=CC=C1)C)C)=O)C)C (4E)-5-(naphthalen-2-yl)pent-4-en-1-ol methoxymethyl-4-((4-(benzyloxy)-2,3,6-trimethylbenzoyl)oxy)-2,3,5-trimethyl-6-vinylbenzoate